dicyclohexylamine pelargonate C(CCCCCCCC)(=O)O.C1(CCCCC1)NC1CCCCC1